FC1=C(C=C2CCN(CC2=C1)C(=O)OC(C)(C)C)N 7-fluoro-6-amino-N-Boc-1,2,3,4-tetrahydroisoquinoline